C1(CC1)S(=O)(=O)NC=1SC(=C(N1)C(C)(C)NC(C1=CC=C(C=C1)C1=NC(=CN=C1)C(F)(F)F)=O)C N-(2-(2-(cyclopropanesulfonylamino)-5-methylthiazol-4-yl)propan-2-yl)-4-(6-(trifluoromethyl)pyrazin-2-yl)benzamide